COC=1C=C(C=CC1N=NC=1C(=C2C(=C(C=C(C2=CC1)S(=O)(=O)[O-])S(=O)(=O)[O-])N)O)C1=CC(=C(C=C1)N=NC=1C(=C2C(=C(C=C(C2=CC1)S(=O)(=O)[O-])S(=O)(=O)[O-])N)O)OC.[Na+].[Na+].[Na+].[Na+] Tetrasodium 6,6'-[(3,3'-dimethoxy[1,1'-biphenyl]-4,4'-diyl)bis(azo)]bis[4-amino-5-hydroxynaphthalene-1,3-disulphonate]